BrC1=CC=C(OC2=NC=C(C(=N2)C)F)C=C1 2-(4-bromophenoxy)-5-fluoro-4-methylpyrimidine